COC([O-])=O.C[N+]1=CNC=C1 3-methylimidazolium methylcarbonate